C[N+](CCCCCCCC)(CCCCCCCC)CCCCCCCC.[O-]C(=O)C=1C(O)=CC=C(S(=O)(=O)[O-])C1.C[N+](CCCCCCCC)(CCCCCCCC)CCCCCCCC sulfosalicylic acid methyl-trioctyl-ammonium salt